4-[[3-[1-(3-cyanopropyl)-3-(trifluoromethyl)pyrazol-4-yl]imidazo[1,2-a]pyrazin-8-yl]amino]-2-ethyl-N-methylbenzamide C(#N)CCCN1N=C(C(=C1)C1=CN=C2N1C=CN=C2NC2=CC(=C(C(=O)NC)C=C2)CC)C(F)(F)F